methyl 5-[4-[[2-[2-[tert-butoxycarbonyl(cyclopropylmethyl)amino]-4-pyridyl]oxazole-4-carbonyl]amino]-3-(difluoromethyl)pyrazol-1-yl]pyridine-2-carboxylate C(C)(C)(C)OC(=O)N(C1=NC=CC(=C1)C=1OC=C(N1)C(=O)NC=1C(=NN(C1)C=1C=CC(=NC1)C(=O)OC)C(F)F)CC1CC1